FC=1C=NN2C1C=C(C=C2)C(=O)O 3-fluoropyrazolo[1,5-a]pyridine-5-carboxylic acid